4-[4-(2-aminoethyl)phenyl]-3-[6-(3,5-dimethyl-1,2-oxazol-4-yl)pyridazin-4-yl]oxybenzonitrile NCCC1=CC=C(C=C1)C1=C(C=C(C#N)C=C1)OC1=CN=NC(=C1)C=1C(=NOC1C)C